tert-butyl 4-(7-bromo-5-methyl-4-oxoquinazolin-3(4H)-yl)piperidine-1-carboxylate BrC1=CC(=C2C(N(C=NC2=C1)C1CCN(CC1)C(=O)OC(C)(C)C)=O)C